C1(=CC=CC=C1)C=1C=C2C=CC(=C(C2=CC1)C1=C(C=CC2=CC(=CC=C12)C1=CC=CC=C1)OC1=CC=C(C=C1)CO)OC1=CC=C(C=C1)CO {(6,6'-diphenyl[1,1'-binaphthalene]-2,2'-diyl)bis(oxy-4,1-phenylene)}dimethanol